CC1(CC(C(C(C1)=O)C=O)=O)C 4,4-DIMETHYL-2,6-DIOXOCYCLOHEXANECARBALDEHYDE